3-Amino-6-methoxy-5-trifluoromethyl-pyridine-2-carboxylic acid (3,3,3-trifluoro-2-hydroxy-2-methyl-propyl)-amide FC(C(CNC(=O)C1=NC(=C(C=C1N)C(F)(F)F)OC)(C)O)(F)F